4'-((2R,6S)-1-acetyl-4-acryloyl-6-methylpiperazin-2-yl)-6'-chloro-N,6-dimethyl-[2,2'-bipyridine]-4-carboxamide C(C)(=O)N1[C@@H](CN(C[C@@H]1C)C(C=C)=O)C1=CC(=NC(=C1)Cl)C1=NC(=CC(=C1)C(=O)NC)C